6,6-bis(methoxymethyl)-2,10-dimethylundecane COCC(CCCC(C)C)(CCCC(C)C)COC